O=C[C@H](O)[C@H](O)[C@@H](O)[C@H](O)C(=O)O.O[C@H]1[C@@H](O)[C@@H](O)[C@H](O)[C@@H](O1)C(=O)O alpha-L-guluronic acid (guluronate)